2-[1-[(3,4-difluorophenyl)methyl]-5-oxopyrrolidin-2-yl]acetamid FC=1C=C(C=CC1F)CN1C(CCC1=O)CC(=O)N